[5-[bis[(4-methoxyphenyl)methyl]amino]-4-fluoro-3-methyl-2-(trifluoromethyl)phenyl]boronic acid COC1=CC=C(C=C1)CN(C=1C(=C(C(=C(C1)B(O)O)C(F)(F)F)C)F)CC1=CC=C(C=C1)OC